4-((2,4-dioxo-3-(4-(trifluoromethyl)phenethyl)-3,4-dihydroquinazolin-1(2H)-yl)methyl)-N-hydroxybenzamide O=C1N(C2=CC=CC=C2C(N1CCC1=CC=C(C=C1)C(F)(F)F)=O)CC1=CC=C(C(=O)NO)C=C1